biphenyl (diphosphate) OP(O)(=O)OP(=O)(O)O.C1(=CC=CC=C1)C1=CC=CC=C1